CSC1=NC=C(C(=N1)NC1CCC(CC1)NC(=O)OC(C)(C)C)C(=O)O 2-(methylsulfanyl)-4-{[(1r,4r)-4-[(tert-butoxycarbonyl)amino]cyclohexyl]amino}pyrimidine-5-carboxylic acid